(S)-(1-(4-chloro-3-(5-(difluoromethyl)-1H-1,2,4-triazol-1-yl)phenyl)-2-hydroxyethyl)carbamic acid tert-butyl ester C(C)(C)(C)OC(N[C@H](CO)C1=CC(=C(C=C1)Cl)N1N=CN=C1C(F)F)=O